N-dodecylmethylamine C(CCCCCCCCCCC)NC